Oxalic acid, allyl nonyl ester C(C(=O)OCCCCCCCCC)(=O)OCC=C